C[N+](C)(CCCCCCCCCCCCCCCCCC)[O-] N,N-Dimethyloctadecylamine N-oxide